7-(4-(pyrrolidin-1-yl)benzyl)-2,7-diazaspiro[3.5]nonane-2-carboxylic acid tert-butyl ester C(C)(C)(C)OC(=O)N1CC2(C1)CCN(CC2)CC2=CC=C(C=C2)N2CCCC2